6-((R)-3-methyltetrahydrofuran-3-yl)-2,6-dihydropyrido[3,4-d]pyridazine-1,7-dione C[C@@]1(COCC1)N1C=C2C=NNC(C2=CC1=O)=O